N,N'-dimethylaminoimidazole CNN1CN(C=C1)NC